2-Hydroxyethyl-(acrylamide) OCCC(C(=O)N)=C